Cl.CN1C(SC2=C1C=CC=C2)=NN L-3-methyl-2-benzothiazolinone hydrazone hydrochloride